4-(cyclopropylsulfonyl)-N-(1-(3,3-difluorocyclobutyl)-1H-pyrazolo[3,4-b]pyridin-6-yl)-2-(6-azaspiro[2.5]oct-6-yl)benzamide C1(CC1)S(=O)(=O)C1=CC(=C(C(=O)NC2=CC=C3C(=N2)N(N=C3)C3CC(C3)(F)F)C=C1)N1CCC3(CC3)CC1